methyl (4S)-4-[[3-(3,5-dichloroanilino)-2-methoxy-3-oxo-propanoyl]amino]pentanoate ClC=1C=C(NC(C(C(=O)N[C@H](CCC(=O)OC)C)OC)=O)C=C(C1)Cl